(R)-3-((3-(4-Amino-8-(methyl-d3)pyrido[3,2-d]pyrimidin-6-yl)phenyl)ethynyl)-3-hydroxy-1-methylpyrrolidin-2-one NC=1C2=C(N=CN1)C(=CC(=N2)C=2C=C(C=CC2)C#C[C@]2(C(N(CC2)C)=O)O)C([2H])([2H])[2H]